NC1=NC=C(N=C1OC)Br 2-amino-5-bromo-3-methoxypyrazine